N-{(1S,2R)-2-[(2-fluorobiphenyl-4-yl)oxy]cyclopentyl}propane-2-sulfonamide FC1=C(C=CC(=C1)O[C@H]1[C@H](CCC1)NS(=O)(=O)C(C)C)C1=CC=CC=C1